C(C)(C)(C)OC(=O)N1CC(C1)N1CCN(CC1)C1=CC(=C(C=C1)N)OC 3-(4-(4-amino-3-methoxyphenyl)piperazin-1-yl)azetidine-1-carboxylic acid tert-butyl ester